3-{1-[1-(6,7-dimethoxy-4-quinolinyl)ethyl]-4-piperidinyl}-1-[5-(trifluoromethyl)-3-pyridinyl]-2,4-imidazolidinedione COC=1C=C2C(=CC=NC2=CC1OC)C(C)N1CCC(CC1)N1C(N(CC1=O)C=1C=NC=C(C1)C(F)(F)F)=O